ClC=1C=C2C(=NC(=NC2=C(C1C1=CC=CC2=C1N=C(S2)N)F)OC[C@@]2(NCCC2)C)N2CCNCC2 4-(6-chloro-8-fluoro-2-(((R)-2-methyl-pyrrolidin-2-yl)methoxy)-4-(piperazin-1-yl)quinazolin-7-yl)benzo[d]thiazol-2-amine